F[C@@H]1[C@@H](C1)C(=O)NC1=CC2=C(C=N1)C(=C(N2)C2=C(C=CC=C2)OC)C (1S,2S)-2-fluoro-N-[2-(2-methoxyphenyl)-3-methyl-1H-pyrrolo[3,2-c]pyridin-6-yl]cyclopropane-1-carboxamide